C1(=CCCCC1)N1CCCC1 1-(cyclohexen-1-yl)pyrrolidine